methyl (2S,7aS)-2-((4-iodobenzyl)oxy)tetrahydro-1H-pyrrolizine-7a(5H)-carboxylate IC1=CC=C(CO[C@H]2C[C@@]3(CCCN3C2)C(=O)OC)C=C1